t-butyl 15-amino-4,7,10,13-tetraoxapentadecanoate NCCOCCOCCOCCOCCC(=O)OC(C)(C)C